FC1(CN(CC1)C1=NC=CC(=C1NC(=O)N1CC2=CC=CC=C2C1)C1=C(C=CC=C1)F)F N-[2-(3,3-difluoropyrrolidin-1-yl)-4-(2-fluorophenyl)-3-pyridyl]isoindoline-2-carboxamide